C[C@H]1C[C@H](OCC1)C=C(C)C (2S-cis)-tetrahydro-4-methyl-2-(2-methyl-1-propenyl)-2H-pyran